sulfo(2-methylpropyl) methacrylate C(C(=C)C)(=O)OC(C(C)C)S(=O)(=O)O